FC(C1=CC(=NC=C1F)O[C@@H]1C(CN(C1)C1=NC(=NC(=C1)C=1C(=NC(=NC1)OC)OC)C)(F)F)F 4-[(4S)-4-[[4-(difluoromethyl)-5-fluoro-2-pyridyl]oxy]-3,3-difluoro-pyrrolidin-1-yl]-6-(2,4-dimethoxypyrimidin-5-yl)-2-methyl-pyrimidine